C1(=CC=CC=C1)CC(C)=O 1-phenylpropan-2-one